CC1=CC=C(C=C1)S(=O)(=O)OCC1CC2=C(C(=NC(=C2C)OCC2(CC2)NC(=O)OC(C)(C)C)C=2SC=CN2)C1 [4-Methyl-3-[[1-[(2-methylpropan-2-yl)oxycarbonylamino]cyclopropyl]methoxy]-1-(1,3-thiazol-2-yl)-6,7-dihydro-5H-cyclopenta[c]pyridin-6-yl]methyl 4-methylbenzenesulfonate